C(C1CO1)OCC[Si](OCCC)(OCCC)OCCC glycidoxyethyl-tripropoxysilane